N1(CCCC1)CCCCNC(=O)OC(C(=O)OCCCCCC(=O)OC\C=C/CCCCCC)C(=O)OCCCCCC(=O)OC\C=C/CCCCCC Bis(6-(((Z)-non-2-en-1-yl)oxy)-6-oxohexyl) 2-(((4-(pyrrolidin-1-yl)butyl)-carbamoyl)oxy)malonate